C(C1=CC=CC=C1)NC=1C=CC2=C(C=C(O2)C(=O)NC2=CC(=CC=C2)C(F)(F)F)C1 5-(benzylamino)-N-(3-(trifluoromethyl)phenyl)benzofuran-2-carboxamide